FC(S(=O)(=O)OC=1CCCOCC1)(F)F 2,3,4,7-tetrahydrooxepin-5-yl trifluoromethanesulfonate